2,3-dihydro-1H-indene-4-ol C1CCC=2C(=CC=CC12)O